butyl N-[2-[4-[(1-methylbenzimidazol-2-yl)methyl]piperazin-1-yl]-4-(trifluoromethyl)phenyl]sulfonylcarbamate CN1C(=NC2=C1C=CC=C2)CN2CCN(CC2)C2=C(C=CC(=C2)C(F)(F)F)S(=O)(=O)NC(OCCCC)=O